[NH4+].Cl hydrochloric acid, ammonium salt